N1C(=CC2=CC=CC=C12)C=1N=NNC1 indolyl-triazole